O1C(=NN=C1)C=1C=C(OC2CC(C2)N2N=C3N(C2=O)[C@@H](CC3)C3=NC=CN=C3)C=CC1 (S)-2-((1R,3S)-3-(3-(1,3,4-oxadiazol-2-yl)phenoxy)cyclobutyl)-5-(pyrazin-2-yl)-2,5,6,7-tetrahydro-3H-pyrrolo[2,1-c][1,2,4]triazol-3-one